N-[(4-aminophenyl)methyl]-6-chloro-3-isopropyl-[1,2,4]triazolo[4,3-b]pyridazin-8-amine NC1=CC=C(C=C1)CNC=1C=2N(N=C(C1)Cl)C(=NN2)C(C)C